CC1=NN(C(=C1)C)CC=O (3,5-DIMETHYL-1H-PYRAZOL-1-YL)ACETALDEHYDE